O=C1NC2C(N1)CSC2CCCCCC(=O)O 6-(2-oxo-hexahydrothieno[3,4-d]imidazol-4-yl)-hexanoic acid